O1C(=CC=C1)CNC1=NC=C(C=2N1C=NN2)C2=CC=C(C=C2)N2CCN(CC2)CCOCCOCC(=O)[O-] 2-(2-(2-(4-(4-(5-((furan-2-ylmethyl)amino)-[1,2,4]triazolo[4,3-c]pyrimidin-8-yl)phenyl)piperazin-1-yl)ethoxy)ethoxy)acetate